C(#N)C1(CC1)NS(=O)(=O)C=1C=C(C=2N(C1)C(=NC2)C=2SC(=NN2)C(F)F)N2C[C@H](N([C@H](C2)C)C(=O)C2CC2)C N-(1-cyanocyclopropyl)-8-((3R,5S)-4-(cyclopropanecarbonyl)-3,5-dimethylpiperazin-1-yl)-3-(5-(difluoromethyl)-1,3,4-thiadiazol-2-yl)imidazo[1,5-a]pyridine-6-sulfonamide